C(C)(=O)NC1=CC(=C(C=C1)C1=CN=C(S1)N1CCN(CC1)C(=O)OC(C)(C)C)S(NC(C)(C)C)(=O)=O tert-butyl 4-[5-[4-acetamido-2-(tert-butylsulfamoyl)phenyl] thiazol-2-yl]piperazine-1-carboxylate